1,2,4-dithiazolidine S1SCNC1